C(C(=C)C)(=O)OCC(C)OC(C(=C)C)=O propyleneglycol dimethacrylate